C1(CCC1)CNCC=1C=CC=2N(C1)C=C(N2)CN2N=NC(=C2)C=2C=NC=C(C2)N2CC=CC2 1-cyclobutyl-N-((2-((4-(5-(2,5-dihydro-1H-pyrrol-1-yl)pyridin-3-yl)-1H-1,2,3-triazol-1-yl)methyl)imidazo[1,2-a]pyridin-6-yl)methyl)methylamine